2-methyl-5-(1-phenyl-1H-1,2,3-triazol-4-yl)benzofuran CC=1OC2=C(C1)C=C(C=C2)C=2N=NN(C2)C2=CC=CC=C2